2,2'-methylenedioxy-7-[4-(4-propyl-cyclohexyl)phenyl]-[1,1']binaphthyl C1OC2=C(C3=CC(=CC=C3C=C2)C2=CC=C(C=C2)C2CCC(CC2)CCC)C2=C(C=CC3=CC=CC=C23)O1